2-benzyl-1,2,5-thiadiazole 1,1-dioxide C(C1=CC=CC=C1)N1S(N=CC1)(=O)=O